(trans)-N1,N1-bis(cyclopropylmethyl)cyclohexane-1,4-diamine dihydrochloride Cl.Cl.C1(CC1)CN([C@@H]1CC[C@H](CC1)N)CC1CC1